BrC=1N=C2C(=NC1)N(C=C2C2=CC(=C(C(=O)N(CC1COCC1)C)C(=C2)F)F)S(=O)(=O)C2=CC=C(C)C=C2 4-(2-bromo-5-tosyl-5H-pyrrolo[2,3-b]pyrazin-7-yl)-2,6-difluoro-N-methyl-N-((tetrahydrofuran-3-yl)methyl)benzamide